S(=O)(=O)(O)C1C(=O)NC(C1)=O sulfosuccinimide